2-(3-(2-(2-((2-(2,6-dioxopiperidin-3-yl)-1,3-dioxoisoindolin-5-yl)oxy)ethoxy)ethoxy)phenyl)-N-(5-methyl-4-(1-(2-methylbenzoyl)indolin-5-yl)thiazol-2-yl)acetamide O=C1NC(CCC1N1C(C2=CC=C(C=C2C1=O)OCCOCCOC=1C=C(C=CC1)CC(=O)NC=1SC(=C(N1)C=1C=C2CCN(C2=CC1)C(C1=C(C=CC=C1)C)=O)C)=O)=O